C1(CCCCC1)C=CC(C=CC1CCCCC1)=O 1,5-dicyclohexyl-1,4-pentadien-3-one